NC1=C(C2=C(C=C1Br)C1=NC(=CC=C1O2)F)C#N 7-amino-8-bromo-2-fluorobenzofuro[3,2-b]pyridine-6-carbonitrile